(S)-1-(1-(6-ethoxy-5-methoxypyridin-2-yl)-2-(methylsulfonyl)ethyl)-5-(2-ethylphenyl)-1H-benzo[d]imidazol-2(3H)-one C(C)OC1=C(C=CC(=N1)[C@@H](CS(=O)(=O)C)N1C(NC2=C1C=CC(=C2)C2=C(C=CC=C2)CC)=O)OC